ClC1=C(C(=NN1CC)C1=NOC(=C1)C)C(=O)N1CC2(CCC1)CCN(CC2)CCC(C)(C)C (5-Chloro-1-ethyl-3-(5-methylisoxazol-3-yl)-1H-pyrazol-4-yl)(9-(3,3-dimethylbutyl)-2,9-diazaspiro[5.5]undecan-2-yl)methanone